CS(=O)(=O)OC1C[C@H]2CC[C@@H](C1)N2C(=O)OC(C)(C)C tert-butyl (1R,3s,5S)-3-((methylsulfonyl)oxy)-8-azabicyclo[3.2.1]octane-8-carboxylate